ClCC=1N=C2N(N=C(C=C2)C)C1 2-(chloromethyl)-6-methylimidazo[1,2-b]pyridazine